BrC1=CC(=C(C(=C1)C)N1N=C2N=C(NC(C2=C1)=O)[C@@H]1[C@H](C1)F)C |r| 2-(4-bromo-2,6-dimethylphenyl)-6-{(1RS,2SR)-2-fluorocyclopropyl}-2,5-dihydro-4H-pyrazolo[3,4-d]pyrimidin-4-one